2-amino-3-(2-chlorophenyl)propanoic acid NC(C(=O)O)CC1=C(C=CC=C1)Cl